C1(CC1)C(=O)NC1=NC=CC(=C1)OC1=C(C=C(C=C1)NC(=O)C1=NC=2N(C(=C1)C1=C(C=C(C=C1)Cl)Cl)N=CC2)F N-{4-[2-(cyclopropanecarboxamido)pyridine-4-oxy]-3-fluorophenyl}-7-(2,4-dichlorophenyl)pyrazolo[1,5-a]pyrimidine-5-carboxamide